C1(=CC=CC=C1)CCCCOC=1C=C2C(N(C(C2=CC1NS(=O)(=O)C)=O)CCC(=O)O)=O 5-(4-phenylbutoxy)-6-methylsulfonylamino-N-carboxyethyl-isoindolin-1,3-dione